N-cyclopropyl-4-(2-{[(3S)-piperidin-3-yl]amino}-5-(trifluoromethyl)pyrimidin-4-yl)-1H-pyrrol-2-carboxamide C1(CC1)NC(=O)C=1NC=C(C1)C1=NC(=NC=C1C(F)(F)F)N[C@@H]1CNCCC1